CC1=NN2C=3CN(CC3C(=CC2=N1)C)C(CC1CN(C1)C1=CC(=NC=C1)C(F)(F)F)=O 1-(2,5-Dimethyl-6,8-dihydro-1,3,7,8b-tetraaza-as-indacen-7-yl)-2-[1-(2-trifluoromethyl-pyridin-4-yl)-azetidin-3-yl]-ethanone